ethyl (R)-2-(1-(cyclopropylmethyl)-6-(1-pivalamidoethyl)-1H-pyrrolo[2,3-b]pyridin-2-yl)-5-methoxy-3-methylimidazo[1,2-a]pyridine-7-carboxylate C1(CC1)CN1C(=CC=2C1=NC(=CC2)[C@@H](C)NC(C(C)(C)C)=O)C=2N=C1N(C(=CC(=C1)C(=O)OCC)OC)C2C